C(C)(C)(C)OC(=O)N1CC2(CC2C1)C#CC1=C(C=C2C(=NC=NC2=C1)NC1=C(C(=C(C=C1)Cl)Cl)F)[N+](=O)[O-].C(=O)(O)C1=C(OC2=CC=C3COC(=O)C3=C2)C=CC=C1C(=O)O 6-(2,3-dicarboxyphenoxy)phthalide tert-butyl-1-[2-[4-(3,4-dichloro-2-fluoro-anilino)-6-nitro-quinazolin-7-yl]ethynyl]-3-azabicyclo[3.1.0]hexane-3-carboxylate